1-(Cyanomethoxy)-2-methyl-1-oxopropan-2-yl-2-chloro-5-[4-(1,1-difluoroethyl)-3-methyl-2,6-dioxo-3,6-dihydropyrimidin-1(2H)-yl]-4-fluorobenzoat C(#N)COC(C(C)(C)OC(C1=C(C=C(C(=C1)N1C(N(C(=CC1=O)C(C)(F)F)C)=O)F)Cl)=O)=O